4-(4-(1-benzylpyrrolidin-3-yl)piperazin-1-yl)-3-((4-(heptyloxy)phenyl)sulfonyl)-6-(methylthio)quinoline C(C1=CC=CC=C1)N1CC(CC1)N1CCN(CC1)C1=C(C=NC2=CC=C(C=C12)SC)S(=O)(=O)C1=CC=C(C=C1)OCCCCCCC